CC1(CCN(CC1)C1=C(C=CC=C1C)NS(=O)(=O)C=1SC(=CC1)SC(C)C)C N-(2-(4,4-dimethylpiperidin-1-yl)-3-methylphenyl)-5-(isopropylthio)thiophene-2-sulfonamide